C1CC12CS(NC2)(=O)=O 5-thia-6-azaspiro[2.4]Heptane 5,5-dioxide